BrC1=C(C=CC(=C1)[N+](=O)[O-])N1CCC(CC1)C(F)(F)F 1-(2-bromo-4-nitrophenyl)-4-(trifluoromethyl)piperidine